tert-butyl 3-(5-((4,4-difluoropiperidin-1-yl)methyl)-6-oxo-1,6-dihydropyridin-3-yl)-4,4-difluoropiperidine-1-carboxylate FC1(CCN(CC1)CC1=CC(=CNC1=O)C1CN(CCC1(F)F)C(=O)OC(C)(C)C)F